tert-butyl (7S,15S)-15-amino-8-oxo-2,5,9-triazatricyclo[14.3.1.02,7]eicosa-1(20),16,18-triene-5-carboxylate N[C@H]1CCCCCNC([C@@H]2CN(CCN2C=2C=CC=C1C2)C(=O)OC(C)(C)C)=O